C(C(C)C)CC(=O)O.C(C)(=O)OCC(C)C 2-methylpropyl acetate (isobutyl acetate)